methyl N-methyl-N-(5-((S)-1-tritylaziridine-2-carboxamido) picolinoyl)-L-valinate CN([C@@H](C(C)C)C(=O)OC)C(C1=NC=C(C=C1)NC(=O)C1[N@](C1)C(C1=CC=CC=C1)(C1=CC=CC=C1)C1=CC=CC=C1)=O